C1(CCCC1)OC1=C(OCCCCCCCN2CCC(CC2)C2=C3CN(C(C3=CC(=C2)F)=O)C2C(NC(CC2)=O)=O)C=CC(=C1)C1CNC(C1)=O 3-(4-(1-(7-(2-(cyclopentyloxy)-4-(5-oxopyrrolidin-3-yl)phenoxy)heptyl)piperidin-4-yl)-6-fluoro-1-oxoisoindolin-2-yl)piperidine-2,6-dione